O1N=C(C2=C1C=CC=C2)C2=C(C=CC=C2)[C@H](CC2=NC(=CC=C2)C#N)N (S)-1-[2-(Benzo[d]isoxazol-3-yl)phenyl]-2-(6-cyanopyridine-2-yl)ethan-1-amine